methyl 4-(((cyclobutylmethyl)amino)methyl)-7,7-dimethyl-6,7-dihydro-5H-cyclopenta[b]pyridine-2-carboxylate C1(CCC1)CNCC1=C2C(=NC(=C1)C(=O)OC)C(CC2)(C)C